C(#N)[C@H](CC=1C=C2CN(C(C2=CC1)=O)C1=CC=CC=C1)NC(=O)[C@H]1OCCCNC1 (S)-N-((S)-1-Cyano-2-(1-oxo-2-phenylisoindolin-5-yl)ethyl)-1,4-oxazepane-2-carboxamide